C12(CC3CC(CC(C1)C3)C2)C=2C=C(C=CC2OC)C2=C(C=C(C=C2)C=CC(=O)O)C=CC(C)=NO 3-[3'-Adamantan-1-yl-2-(3-hydroxyimino-but-1-enyl)-4'-methoxy-biphenyl-4-yl]-acrylic acid